(2S,4R)-1-(2-(3-Acetyl-5-(2-methylpyrimidin-5-yl)-1H-indazol-1-yl)acetyl)-4-fluoro-N-(2-methylpyridin-4-yl)pyrrolidine-2-carboxamide C(C)(=O)C1=NN(C2=CC=C(C=C12)C=1C=NC(=NC1)C)CC(=O)N1[C@@H](C[C@H](C1)F)C(=O)NC1=CC(=NC=C1)C